C1(CC1)C1=C(C(=NO1)C1CCC2(CC2)CC1)C(=O)OCC ethyl 5-cyclopropyl-3-(spiro[2.5]octan-6-yl)isoxazole-4-carboxylate